CC1=C(OC(C(=O)O)(C)C)C(=CC(=C1)CN1C(=NN(C1=O)C1=CC=C(C=C1)OC(F)(F)F)C)C 2-(2,6-Dimethyl-4-((3-methyl-5-oxo-1-(4-(trifluoromethoxy)phenyl)-1,5-dihydro-4H-1,2,4-triazol-4-yl)methyl)phenoxy)-2-methylpropanoic acid